ClC1=CC=C(C(=O)C2=CC(=C3C(=CC(=CN23)C)C)C(=O)OCC)C=C1 Ethyl 3-(4-chlorobenzoyl)-6,8-dimethylindolizine-1-carboxylate